C(C=C)N1[C@@H](CC1)CN1C2=C(OCC3(CCOC4=CC(=CC=C34)Cl)C1)C=CC(=C2)C(=O)O 5-(((S)-1-allylazetidin-2-yl)methyl)-7'-chloro-4,5-dihydro-2H-spiro[benzo[b][1,4]oxazepine-3,4'-chroman]-7-carboxylic acid